2-(2-chloro-6-fluorophenyl)-N-(3-ethoxy-4-(4-methylpiperazin-1-yl)phenyl)pyrazolo[1,5-a][1,3,5]triazin-4-amine ClC1=C(C(=CC=C1)F)C1=NC=2N(C(=N1)NC1=CC(=C(C=C1)N1CCN(CC1)C)OCC)N=CC2